Cl.NC/C(/CN1N=CN(C1=O)C1=CC(=CC=C1)C=1C=NC(=CC1)C(F)(F)F)=C\F 2-[(2E)-2-(aminomethyl)-3-fluoroprop-2-en-1-yl]-4-{3-[6-(trifluoromethyl)pyridin-3-yl]phenyl}-2,4-dihydro-3H-1,2,4-triazol-3-one hydrochloride